2-(4-methylpiperazino)ethanol CN1CCN(CC1)CCO